ClC=1C(=C(C=CC1)NC=1C(=NN2C1C(NCC2)=O)N2C(C=CC1=NC=CC=C21)=O)OC {3-[(3-chloro-2-methoxyphenyl)amino]-4-oxo-5H,6H,7H-pyrazolo[1,5-a]pyrazin-2-yl}-1H-1,5-naphthyridin-2-one